N,N-diglycidyl-4-(4-tert-butylphenoxy)aniline C(C1CO1)N(C1=CC=C(C=C1)OC1=CC=C(C=C1)C(C)(C)C)CC1CO1